1-allyl-4-((2S,3S,4R)-3,4-bis(benzyloxy)-1-(((2S,3R,4S,5S,6R)-3,4,5-tris(benzyloxy)-6-((benzyloxy)methyl)tetrahydro-2H-pyran-2-yl)oxy)octadecan-2-yl)-1,4-dihydro-5H-tetrazol-5-one C(C=C)N1N=NN(C1=O)[C@@H](CO[C@H]1O[C@@H]([C@@H]([C@@H]([C@H]1OCC1=CC=CC=C1)OCC1=CC=CC=C1)OCC1=CC=CC=C1)COCC1=CC=CC=C1)[C@@H]([C@@H](CCCCCCCCCCCCCC)OCC1=CC=CC=C1)OCC1=CC=CC=C1